N-(3-{2-cyano-1-[4-(7H-pyrrolo[2,3-d]pyrimidin-4-yl)-1H-pyrazol-1-yl]ethyl}phenyl)-4-(trifluoromethyl)benzamide trifluoroacetate FC(C(=O)O)(F)F.C(#N)CC(N1N=CC(=C1)C=1C2=C(N=CN1)NC=C2)C=2C=C(C=CC2)NC(C2=CC=C(C=C2)C(F)(F)F)=O